BrC1=C(C=C(C=C1)OC)/C=C/C(=O)OC methyl (E)-3-(2-bromo-5-methoxyphenyl)acrylate